1-(2-(methylsulfinyl)phenyl)naphthalene tert-Butyl-4-hydroxypiperidine-1-carboxylate C(C)(C)(C)OC(=O)N1CCC(CC1)O.CS(=O)C1=C(C=CC=C1)C1=CC=CC2=CC=CC=C12